NN1NNC=C1 3-amino-1H-triazole